ClC=1C2=C(C(N(C1)C1=CC(=CC=C1)C1(CC(C1)(F)F)C1=NN=CN1C)=O)NC(=C2)CN2C[C@H](CCC2)C (S)-4-Chloro-6-(3-(3,3-difluoro-1-(4-methyl-4H-1,2,4-triazol-3-yl)cyclobutyl)phenyl)-2-((3-methylpiperidin-1-yl)methyl)-1,6-dihydro-7H-pyrrolo[2,3-c]pyridin-7-one